NC(=O)C1=C(SC(=C1)CC1=CC=CC=C1)NC(=O)C=1SC(=CC1)Cl N-[3-(aminocarbonyl)-5-benzyl-2-thienyl]-5-chloro-2-thiophenecarboxamide